3-carboxy-5-(trimethylsilyl)benzaldehyde C(=O)(O)C=1C=C(C=O)C=C(C1)[Si](C)(C)C